diethyl aconitate C(C=C(C(=O)[O-])CC(=O)OCC)(=O)OCC